tetrafluoro-2',4',6'-triisopropyl-2-methoxy-meta-terphenyl FC1=C(C(=C(C(=C1C1=C(C(=C(C=C1C(C)C)C(C)C)C1=CC=CC=C1)C(C)C)OC)F)F)F